Cl.ClC1=C(C=CC(=C1F)Cl)C=1CCCC2=C(C1C1=CC=C(C=C1)CC1CN(C1)CCCF)C=CC(=C2)C(=O)O 8-(2,4-dichloro-3-fluorophenyl)-9-(4-((1-(3-fluoropropyl)azetidin-3-yl)methyl)phenyl)-6,7-dihydro-5H-benzo[7]annulene-3-carboxylic acid hydrochloride